anthracene-1,4-dicarboxylic acid anhydride C12=CC=C(C3=CC4=CC=CC=C4C=C13)C(=O)OC2=O